4'-((S)-4-((4-(4-aminopyrimidin-2-yl)-1-methyl-1H-pyrazol-5-yl)oxy)butan-2-yl)-6'-chloro-N4-((1S,3S)-3-methoxycyclopentyl)-[2,3'-bipyridine]-4,4'-diamine NC1=NC(=NC=C1)C=1C=NN(C1OCC[C@H](C)C1(C(=CN=C(C1)Cl)C1=NC=CC(=C1)N[C@@H]1C[C@H](CC1)OC)N)C